hexyndiol C(C#CCCC)(O)O